5-chloro-2-methyl-N-((1r,4r)-4-((3-(6-methyl-pyridin-3-yl)-2-oxo-2,3-dihydro-1H-benzo[d]imidazol-1-yl)methyl)cyclohexyl)benzamide ClC=1C=CC(=C(C(=O)NC2CCC(CC2)CN2C(N(C3=C2C=CC=C3)C=3C=NC(=CC3)C)=O)C1)C